C1(=CC=CC=C1)C1=NC2=C3N=CC=C(C3=CC=C2C=C1)C1=CC=CC=C1 2,7-diphenyl-1,10-phenanthroline